3-(3,5-dichloro-4-fluorophenyl)-1-(1-(7,8-difluoro-1-oxo-1,2-dihydroisoquinolin-4-yl)ethyl)-1-methylurea ClC=1C=C(C=C(C1F)Cl)NC(N(C)C(C)C1=CNC(C2=C(C(=CC=C12)F)F)=O)=O